NCC(CC)S(=O)(=O)O aminomethylpropanesulfonic acid